3-ethyl-5-(trifluoromethyl)-1H-pyrrole C(C)C1=CNC(=C1)C(F)(F)F